4-chloro-5-(1,3-dioxolan-2-yl)-N-isopropyl-thiazole-2-carboxamide ClC=1N=C(SC1C1OCCO1)C(=O)NC(C)C